C1(=CC=CC=C1)N1C[C@H]([C@@H](C1)C1=CC=CC=C1)C(=O)O |r| (±)-trans-1,4-Diphenylpyrrolidine-3-carboxylic acid